C(\C=C\C=C\C)(=O)N[C@@H](CC(C)C)C(=O)OCC Ethyl ((2E,4E)-hexa-2,4-dienoyl)-L-leucinate